NC1=NC=CC=C1[C@@H](C)N1CCOC=2C=3C1=NC=NC3C(=C(C2Cl)C2=C(C(=CC(=N2)N)C)C(F)(F)F)F 6-((R)-4-((R)-1-(2-aminopyridin-3-yl)ethyl)-8-chloro-10-fluoro-5,6-dihydro-4H-[1,4]oxazepino[5,6,7-de]quinazolin-9-yl)-4-methyl-5-(trifluoromethyl)pyridin-2-amine